C(=O)O.N[C@@H]1COCC[C@H]1C1=C(C=2N=C(N=C(C2S1)NCC=1OC=CC1)Cl)Cl 6-((3S,4R)-3-aminotetrahydro-2H-pyran-4-yl)-2,7-dichloro-N-(furan-2-ylmethyl)thieno[3,2-d]pyrimidin-4-amine formate